CN1C(=NC=C1C(=O)OC(C)(C)C)CN1C[C@H](CC1)N1C(NC=2C1=NC=CC2)=O tert-Butyl (S)-1-methyl-2-((3-(2-oxo-1,2-dihydro-3H-imidazo[4,5-b]pyridin-3-yl)pyrrolidin-1-yl)methyl)-1H-imidazole-5-carboxylate